(4-(5-benzyl-N-((1-ethylpiperidin-4-yl)methyl)-1-methyl-1H-pyrazole-3-carboxamido)phenyl)arsonous acid C(C1=CC=CC=C1)C1=CC(=NN1C)C(=O)N(CC1CCN(CC1)CC)C1=CC=C(C=C1)[As](O)O